8-((2-fluoro-4-(methylsulfanyl)phenyl)amino)-7-methyl-3,4-dihydro-2,7-naphthyridine-1,6(2H,7H)-dione trifluoroacetate salt FC(C(=O)O)(F)F.FC1=C(C=CC(=C1)SC)NC=1N(C(C=C2CCNC(C12)=O)=O)C